fluoromalonyl-CoA FC(C(=O)SCCNC(CCNC([C@@H](C(COP(OP(OC[C@@H]1[C@H]([C@H]([C@@H](O1)N1C=NC=2C(N)=NC=NC12)O)OP(=O)(O)O)(=O)O)(=O)O)(C)C)O)=O)=O)C(=O)O